5-bromo-1-(3-methoxypropyl)indol-2-one BrC=1C=C2CC(N(C2=CC1)CCCOC)=O